2,3,4,6-tetra-O-Acetyl-β-D-glucopyranosyl fluoride CC(=O)OC[C@@H]1[C@H]([C@@H]([C@H]([C@@H](O1)F)OC(=O)C)OC(=O)C)OC(=O)C